ClC1=NC=NC=C1OC1=C(C=C(C=C1)F)C(F)(F)F 4-chloro-5-(4-fluoro-2-(trifluoro-methyl)phenoxy)pyrimidine